N-(6-(2-((4-morpholinylphenyl)amino)quinazolin-8-yl)pyridin-2-yl)acrylamide N1(CCOCC1)C1=CC=C(C=C1)NC1=NC2=C(C=CC=C2C=N1)C1=CC=CC(=N1)NC(C=C)=O